5-(trimethoxysilyl)propyldimethyloctadecylammonium CO[Si](OC)(OC)CCCC(CCCC[NH+](C)C)CCCCCCCCCCCCC